C(C1=CC(C(=O)O)=CC=C1)(=O)O.C(C1=CC=C(C(=O)O)C=C1)(=O)O.C(CO)O ethylene glycol terephthalate isophthalate